FC1(CCC(CC1)N(C(=O)[C@H]1N(CCC1)S(=O)(=O)C1=C(C=C(C=C1)C)C=C)CCCCC=C)F (S)-N-(4,4-Difluorocyclohexyl)-N-(hex-5-en-1-yl)-1-((4-methyl-2-vinylphenyl)sulfonyl)pyrrolidine-2-carboxamide